trans-4-(3,4-dihydroisoquinolin-2(1H)-yl)-1-(6-((4-chlorophenyl)amino)pyrimidin-4-yl)piperidin-3-ol C1N(CCC2=CC=CC=C12)[C@H]1[C@@H](CN(CC1)C1=NC=NC(=C1)NC1=CC=C(C=C1)Cl)O